2-amino-6-borono-2-(3-(3-isopropylphenoxy)propyl)hexanoic acid NC(C(=O)O)(CCCCB(O)O)CCCOC1=CC(=CC=C1)C(C)C